(tert-butyl)-1-(3-methoxyphenyl)-1H-pyrazol-5-amine C(C)(C)(C)C1=NN(C(=C1)N)C1=CC(=CC=C1)OC